C(CCCCCCCCCCC)[SiH2]O[SiH2]O[SiH2]O[SiH2]O[SiH2]O[SiH3] 11-dodecylhexasiloxane